NC1=NN2C(C(=C(C=C2)C2=CC(=C(C(=C2)F)CC(=O)NC2=CC=C(C=C2)OC)F)Cl)=N1 2-[4-(2-Amino-8-chloro-[1,2,4]triazolo[1,5-a]pyridin-7-yl)-2,6-difluorophenyl]-N-(4-methoxyphenyl)acetamide